(E)-2-(3-bromo-2-methylstyryl)-4,4,5,5-tetramethyl-1,3,2-dioxaborolan BrC=1C(=C(/C=C/B2OC(C(O2)(C)C)(C)C)C=CC1)C